3-(3-acetoxy-2,2-bis(acetoxymethyl)propoxy)propanoic acid C(C)(=O)OCC(COCCC(=O)O)(COC(C)=O)COC(C)=O